CN1C=C(C(C2=CC=CC=C12)=O)C(=O)N/N=C/C1=CC=NC=C1 (E)-1-methyl-4-oxo-N'-(pyridin-4-ylmethylene)-1,4-dihydroquinoline-3-carbohydrazide